C(C)(C)(C)OC(=O)N[C@H](C(=O)OC)C(C)C methyl (2S)-2-{[(tert-butoxy) carbonyl] amino}-3-methylbutanoate